12-chloro-2,6-dimethyl-10-methylene-2,6-dodecadiene ClCCC(CCC=C(CCC=C(C)C)C)=C